3-[5-[(2-cyclopropyl-2-azaspiro[3.3]heptan-6-yl)oxy]-2-pyridyl]-N-(3-methyl-2-pyridyl)-1,2,4-thiadiazol-5-amine C1(CC1)N1CC2(C1)CC(C2)OC=2C=CC(=NC2)C2=NSC(=N2)NC2=NC=CC=C2C